COC1=CC=C(C=C1)C1=CC=C(C=C1)B1OC(C(O1)(C)C)(C)C 2-(4'-methoxy-[1,1'-biphenyl]-4-yl)-4,4,5,5-tetramethyl-1,3,2-dioxaborolan